(1-tert-butyl-3-methylcyclopentadienyl)lanthanum (III) C(C)(C)(C)C1(C=C(C=C1)C)[La+2]